8-propyloxymethoxy-1,3,5-trimethyloctyllithium C(CC)OCOCCCC(CC(CC(C)[Li])C)C